FC=1C=C(C=C(C1)F)C1=CC=CC(=N1)C[C@@H]1N(CC([C@@H]1NS(=O)(=O)C)(F)F)C(C(C)(C)O)=O |r| rac-N-[(2S,3R)-2-{[6-(3,5-difluorophenyl)pyridin-2-yl]methyl}-4,4-difluoro-1-(2-hydroxy-2-methylpropanoyl)pyrrolidin-3-yl]methanesulfonamide